1,2,6-hexanetriamine C(C(CCCCN)N)N